C(C)OC1(COC1)C1=CC(=C(C=C1C)N=CN(C)CC)F N'-(4-(3-ethoxyoxetan-3-yl)-2-fluoro-5-methylphenyl)-N-ethyl-N-methylformimidamide